FC1=CC=C(C2=C1N(C(N2C)=O)C2C(NC(CC2)=O)=O)C2CCNCC2 3-[7-fluoro-3-methyl-2-oxo-4-(4-piperidinyl)benzimidazol-1-yl]Piperidine-2,6-dione